NC1=CC=C(C=C1)C1=CC(=CC(=C1)C1=CC=C(C=C1)N)C1=CC=C(C=C1)N 1,3,5-Tris(4-aminophenyl)benzene